(R)-3-(1-acetyl-4-hydroxypiperidin-4-yl)-5-((1-(3-(difluoromethyl)-2-fluorophenyl)ethyl)Amino)-1,7-dimethyl-2-oxo-1,2-dihydro-1,6-naphthyridine-8-carbonitrile C(C)(=O)N1CCC(CC1)(O)C=1C(N(C2=C(C(=NC(=C2C1)N[C@H](C)C1=C(C(=CC=C1)C(F)F)F)C)C#N)C)=O